methyl 2-[9-(3-acetamidocyclobutyl)-1,9-diazatricyclo[6.3.1.04,12]dodeca-2,4(12),5,7-tetraen-2-yl]-7-methoxy-1-methyl-benzimidazole-5-carboxylate C(C)(=O)NC1CC(C1)N1C2=CC=CC=3C=C(N(CC1)C32)C3=NC2=C(N3C)C(=CC(=C2)C(=O)OC)OC